(2R,3S,4S,5S)-5-(4-aminopyrrolo[2,1-f][1,2,4]triazin-7-yl)-2-cyano-2-((8S)-8-isopropyl-5,9-dimethyl-3,7-dioxo-2,4,6-trioxa-9-azadecyl)tetrahydrofuran-3,4-diyl diacetate C(C)(=O)O[C@@H]1[C@](O[C@H]([C@@H]1OC(C)=O)C1=CC=C2C(=NC=NN21)N)(COC(OC(OC([C@@H](N(C)C)C(C)C)=O)C)=O)C#N